2-(2-fluoro-6-methoxyphenyl)propanoic acid FC1=C(C(=CC=C1)OC)C(C(=O)O)C